1-[6-(2-methyl-ylbenzoyl)-9-ethylcarbazol-3-yl]-ethane-1-one C=C1C(C(=O)C=2C=C3C=4C=C(C=CC4N(C3=CC2)CC)C(C)=O)C=CC=C1